2'-Methyl-4'-(trifluoromethyl)-[1,1'-biphenyl]-4-carbaldehyde CC1=C(C=CC(=C1)C(F)(F)F)C1=CC=C(C=C1)C=O